C1(=CC=C(C=C1)C=1C=NC=C(C=O)C1)C 5-(p-tolyl)nicotinaldehyde